6-(4-(2-Hydroxyethyl)piperazin-1-yl)-2,2-dimethyl-N-(6-(1-methyl-1H-pyrazol-4-yl)pyridin-2-yl)-2,3-dihydrofuro[2,3-b]pyridine-5-carboxamide OCCN1CCN(CC1)C1=C(C=C2C(=N1)OC(C2)(C)C)C(=O)NC2=NC(=CC=C2)C=2C=NN(C2)C